(19R)-3-ethyl-16-fluoro-19-methyl-10,20-dioxa-3,4,11,23-tetraazapentacyclo[19.3.1.02,6.08,12.013,18]pentacosa-1(24),2(6),4,8,11,13,15,17,21(25),22-decaen-22-amine C(C)N1C=2C3=CN=C(C(O[C@@H](C4=CC(=CC=C4C4=NOC=C4CC2C=N1)F)C)=C3)N